8-((2S,4R,5R)-5-ethyl-4-hydroxy-2-methylpiperidin-1-yl)-5-methyl-6-oxo-5,6-dihydro-1,5-naphthyridine-2-carbonitrile C(C)[C@H]1[C@@H](C[C@@H](N(C1)C1=CC(N(C=2C=CC(=NC12)C#N)C)=O)C)O